C1(CC1)C1=NC=NC(=C1C1=NN2C(N(C(CC2C)=O)CC2=CC=C(C=C2)C=2N(C=C(N2)C(F)(F)F)C)=C1)OC 2-(4-cyclopropyl-6-methoxypyrimidin-5-yl)-7-methyl-4-(4-(1-methyl-4-(trifluoromethyl)-1H-imidazol-2-yl)benzyl)-6,7-dihydropyrazolo[1,5-a]pyrimidin-5(4H)-one